7-((4-methoxybenzyl)oxy)-4-trifluoromethyl-2H-1-benzopyran-2-one COC1=CC=C(COC2=CC3=C(C(=CC(O3)=O)C(F)(F)F)C=C2)C=C1